COC(C1=CC=C(C=C1)[C@H]1O[C@H]([C@@H]([C@H]([C@@H]1OCC1=CC=CC=C1)OCC1=CC=CC=C1)OCC1=CC=CC=C1)OC)=O 4-((2r,3r,4s,5r,6r)-3,4,5-tris(benzyloxy)-6-methoxytetrahydro-2H-pyran-2-yl)benzoic acid methyl ester